(3S,4R,5R,6R)-2-(4-chloro-3-(4-ethoxyphenyl)phenyl)-6-(hydroxymethyl)-5-(dodecanoyloxy)tetrahydro-2H-pyran ClC1=C(C=C(C=C1)C1O[C@@H]([C@@H](CC1)OC(CCCCCCCCCCC)=O)CO)C1=CC=C(C=C1)OCC